OC1=CC=C2[C@H]([C@H](OCC2=C1)C1=CC=CC=C1)C1=CC=C(C=C1)N1CCC(CC1)CN1CCN(CC1)C1=CC=C2C(=NN(C2=C1)C)[C@@H]1C(NC(CC1)=O)=O (R)-3-(6-(4-((1-(4-((3S,4R)-7-hydroxy-3-phenylisochroman-4-yl)phenyl)piperidin-4-yl)methyl)piperazin-1-yl)-1-methyl-1H-indazol-3-yl)piperidine-2,6-dione